(3-cyano-4-(4-oxo-3,5,7,8-tetrahydro-4H-thiopyrano[4,3-d]pyrimidin-2-yl)phenyl)boronic acid C(#N)C=1C=C(C=CC1C=1NC(C2=C(N1)CCSC2)=O)B(O)O